N-(5-bromo-2-nitrophenyl)-1-(methylsulfonyl)indolin-6-amine BrC=1C=CC(=C(C1)NC1=CC=C2CCN(C2=C1)S(=O)(=O)C)[N+](=O)[O-]